FC1=C(N=CC2=C1N=C(N=C2N2CCOCC2)OCC21CCCN1CCC2)C2=CC=CC1=CC=CC(=C21)F 4-(8-fluoro-7-(8-fluoronaphthalen-1-yl)-2-((tetrahydro-1H-pyrrolizin-7a(5H)-yl)methoxy)pyrido[4,3-d]pyrimidin-4-yl)morpholine